ClC1=C(C=CC(=C1)CN1CCN(CC1)C)N1N=CC(=C1)C1=NC(=NC=C1C#N)NC1CCN(CC1)S(=O)(=O)C=1N=CN(C1)C 4-(1-(2-Chloro-4-((4-methylpiperazin-1-yl)methyl)phenyl)-1H-pyrazol-4-yl)-2-((1-((1-methyl-1H-imidazol-4-yl)sulfonyl)piperidin-4-yl)amino)pyrimidine-5-carbonitrile